N-(4-bromopyridin-2-yl)-2-(4-chlorophenyl)acetamide BrC1=CC(=NC=C1)NC(CC1=CC=C(C=C1)Cl)=O